C1N(CC12CNC2)C2=NC=NC=C2OC2=C(C(=O)N(C(C)C)C(C)C)C=C(C=C2)F 2-{[4-(2,6-diazaspiro[3.3]hept-2-yl)pyrimidin-5-yl]oxy}-5-fluoro-N,N-di(prop-2-yl)benzamide